1,1-bis(4-aminophenyl)-3,3,5-trimethylcyclohexane NC1=CC=C(C=C1)C1(CC(CC(C1)C)(C)C)C1=CC=C(C=C1)N